N-(2,4,6-trichlorophenyl)-4-(2-(pyrrolidin-1-yl)benzyl)piperazine-1-carboxamide ClC1=C(C(=CC(=C1)Cl)Cl)NC(=O)N1CCN(CC1)CC1=C(C=CC=C1)N1CCCC1